FC(C1=NN(C=C1C(=O)NC1=C2[C@@H](CC(C2=CC=C1)(C)C)C)C)F 3-(difluoromethyl)-N-[(R)-2,3-dihydro-1,1,3-trimethyl-1H-inden-4-yl]-1-methylpyrazole-4-carboxamide